C(C1=CC=CC=C1)OC(=O)N[C@H](C(=O)OC)CCBr Methyl (2S)-2-(benzyloxycarbonylamino)-4-bromo-butanoate